O=C1N(CC2=CC(=CC=C12)C[C@@H]1[C@H](CCCC1)NCCC1=CC=CC=C1)C1C(NC(CC1)=O)=O 3-(1-oxo-5-(((1R,2S)-2-(phenethylamino)cyclohexyl)methyl)isoindolin-2-yl)piperidine-2,6-dione